CC=1NC(=C(CC1C(=O)OC)C(=O)OC)C dimethyl 2,6-dimethyl-1,4-dihydropyridine-3,5-dicarboxylate